(E)-3-Methyl-2,3-difluoroallyl alcohol C\C(=C(\CO)/F)\F